NC1=C2C(=NC=N1)N(N=C2C2=CC=C(C=C2)OC2=CC=CC=C2)C2CCN(CC2)C(=O)N2CCC(CC2)CCCC2CCN(CC2)C=2C=C1CN(C(C1=CC2)=O)C2C(NC(CC2)=O)=O 3-(5-(4-(3-(1-(4-(4-amino-3-(4-phenoxyphenyl)-1H-pyrazolo[3,4-d]pyrimidin-1-yl)piperidine-1-carbonyl)piperidin-4-yl)propyl)piperidin-1-yl)-1-oxoisoindolin-2-yl)piperidine-2,6-dione